2-(bicyclo[2.2.2]oct-1-ylmethoxy)-6-chloropyridine C12(CCC(CC1)CC2)COC2=NC(=CC=C2)Cl